ClC1=CC(=C(C=C1C#N)NS(=O)(=O)C=1C=C(C(=O)O)C=CC1C1CC1)N1CCCCC1 3-(N-(4-chloro-5-cyano-2-(piperidin-1-yl)phenyl)sulfamoyl)-4-cyclopropylbenzoic acid